1-(3-((4-((5-(benzofuran-3-yl)-2-methoxyphenyl)amino)-7-methoxy-quinazolin-6-yl)oxy)azetidin-1-yl)prop-2-en-1-one O1C=C(C2=C1C=CC=C2)C=2C=CC(=C(C2)NC2=NC=NC1=CC(=C(C=C21)OC2CN(C2)C(C=C)=O)OC)OC